ClC=1C=C(C=CC1)NC(=O)NC1=C(C=CC=C1)CCO 1-(3-Chlorophenyl)-3-[2-(2-hydroxyethyl)phenyl]urea